C(#N)C1=C(SC2=C1C(=NC=C2F)C=2C1=C(C=3C=NC(=NC3C2F)N2CC3OCCN(C3C2)C)COC1)NC(OC(C)(C)C)=O tert-Butyl (3-cyano-7-fluoro-4-(5-fluoro-3-(4-methylhexahydropyrrolo[3,4-b][1,4]oxazin-6(2H)-yl)-7,9-dihydrofuro[3,4-f]quinazolin-6-yl)thieno[3,2-c]pyridin-2-yl)carbamate